4-amino-N-(2-fluoro-4-(trifluoromethyl)benzyl)-1-methyl-N-(3-methyl-2-oxoimidazolidin-1-yl)-1H-pyrazolo[4,3-c]quinoline-8-carboxamide NC1=NC=2C=CC(=CC2C2=C1C=NN2C)C(=O)N(N2C(N(CC2)C)=O)CC2=C(C=C(C=C2)C(F)(F)F)F